N-(2-(2-((4-amino-2-(ethoxymethyl)-1-methyl-1H-imidazo[4,5-c]quinolin-9-yl)oxy)ethoxy)ethyl)methanesulfonamide NC1=NC=2C=CC=C(C2C2=C1N=C(N2C)COCC)OCCOCCNS(=O)(=O)C